N(C)CC(=O)OC(CCCCCCC\C=C/CCCCCCCC)=O.[NH4+] ammonium oleoyl sarcosinate